C1(CCC1)S(=O)(=O)NC=1SC=C(N1)CC(=O)NC1=CC=C(C=C1)C1=NC(=CN=C1)OC 2-(2-(cyclobutanesulfonylamino)thiazol-4-yl)-N-(4-(6-methoxypyrazin-2-yl)phenyl)acetamide